FC1=CC=C(C=C1)CNC(=O)C1=CC=C(C=C1)N1CCN(CC1)C(=O)OC(C)(C)C tert-Butyl 4-[4-[(4-fluorophenyl)methylcarbamoyl]phenyl]piperazine-1-carboxylate